FC1=CC(=C(C=C1)O)C1NCCC1 4-fluoro-2-(pyrrolidin-2-yl)phenol